5-chloro-1'-[2-({7-oxo-8-[3-cyclopropyl-3-hydroxycyclobutyl]-5,6,7,8-tetrahydro-1,8-naphthyridin-3-yl}oxy)ethyl]-1,2-dihydrospiro[indole-3,4'-piperidin]-2-one ClC=1C=C2C(=CC1)NC(C21CCN(CC1)CCOC=1C=NC=2N(C(CCC2C1)=O)C1CC(C1)(O)C1CC1)=O